FC=1C=C(C2=C(C(CO2)NC(=O)C2=CC=NC=3N2N=C(C3C(=O)N)COC)C1)F N7-(5,7-difluoro-2,3-dihydrobenzofuran-3-yl)-2-(methoxymethyl)pyrazolo[1,5-a]pyrimidine-3,7-dicarboxamide